tert-Butyl 4-(5-bromoindazole-2-yl)piperidine-1-carboxylate BrC1=CC2=CN(N=C2C=C1)C1CCN(CC1)C(=O)OC(C)(C)C